C(C1=CC=CC=C1)OC1=CC(=NC=2C=C[N+](CC12)=O)C=1C(=NC(=C(C1)C)C(F)(F)F)N1CCC(CCC1)(F)F 4-benzyloxy-2-[2-(4,4-difluoroazepan-1-yl)-5-methyl-6-(trifluoromethyl)-3-pyridinyl]-6-oxo-1,6-naphthyridine-6-ium